C(C)(C)(C)OC(=O)N1C[C@@H](CCC1)C(=O)O (R)-1-(tert-Butyloxycarbonyl)piperidine-3-carboxylic acid